iron hydroxyethylidenediphosphonic acid OCC(P(O)(O)=O)P(O)(O)=O.[Fe]